6-bromo-7-hydroxy-8-nitro-3-(1H-tetrazol-5-yl)-2H-benzopyran BrC=1C(=C(C2=C(C=C(CO2)C2=NN=NN2)C1)[N+](=O)[O-])O